NC1=CC=C(C=C1)N1C=NN=C1 4-(4-aminophenyl)-1,2,4-triazole